3-Hydroxy-N-((5-(N-(5-methylpyridin-3-yl)sulfamoyl)pyrazin-2-yl)methyl)-N-(6-(2-(4-methylthiazol-2-yl)ethyl)pyrazin-2-yl)cyclohexanecarboxamide OC1CC(CCC1)C(=O)N(C1=NC(=CN=C1)CCC=1SC=C(N1)C)CC1=NC=C(N=C1)S(NC=1C=NC=C(C1)C)(=O)=O